ClC1=C(C=CC(=C1)F)[C@@H](C)NC(=O)[C@]1(C=2C=CC=NC2[C@@]2(CC1)OC2)F (2R,5'S)-N-((R)-1-(2-chloro-4-fluorophenyl)ethyl)-5'-fluoro-6',7'-dihydro-5'H-spiro[oxirane-2,8'-quinoline]-5'-carboxamide